C1(CC1)N1C(N(C2=C(C1=O)C(=C(C(N2C)=O)C)NC2=C(C(=CC=C2)NS(NC)(=O)=O)C)C2=C(C=C(C=C2)I)F)=O 3-Cyclopropyl-1-(2-fluoro-4-iodo-phenyl)-6,8-dimethyl-5-[2-methyl-3-(methylsulfamoylamino)anilino]pyrido[2,3-d]pyrimidine-2,4,7-trione